6-[4-[[1-(2-[18F]fluoroethyl)-1H-1,2,3-triazol-4-yl]methoxy]phenyl]-5,6-dihydro-5-methyl-3,8-Phenanthridinediamine [18F]CCN1N=NC(=C1)COC1=CC=C(C=C1)C1N(C=2C=C(C=CC2C2=CC=C(C=C12)N)N)C